alpha-methyl-para-hydroxystyrene CC(=C)C1=CC=C(C=C1)O